diethyl-3-(4-fluorophenyl)isoxazole-5,5(4H)-dicarboxylic acid C(C)C1(C(=NOC1(C(=O)O)C(=O)O)C1=CC=C(C=C1)F)CC